N-(4-amino-1H-pyrazolo[4,3-c]pyridin-7-yl)-2-((2R,5S)-5-methyl-2-(3-(trifluoromethyl)phenyl)piperidin-1-yl)-2-oxoacetamide NC1=NC=C(C2=C1C=NN2)NC(C(=O)N2[C@H](CC[C@@H](C2)C)C2=CC(=CC=C2)C(F)(F)F)=O